C(C)C(CC)N1N=CC=2N=C(N=C(C21)NC(C)C=2C=NC1=CC=C(C=C1C2)F)N2CCN(CC2)C(C)=O 1-(4-{1-(1-Ethyl-propyl)-7-[1-(6-fluoro-quinolin-3-yl)-ethylamino]-1H-pyrazolo[4,3-d]pyrimidin-5-yl}-piperazin-1-yl)-ethanon